di-n-butyl (dicyclopentylmethylene)malonate C1(CCCC1)C(C1CCCC1)=C(C(=O)OCCCC)C(=O)OCCCC